C(C1=CC=CC=C1)C1=CC(=NO1)C(=O)N[C@@H]1[C@H](CC2=C(N(C1=O)C)C=CC=C2)F 5-benzyl-N-((3S,4S)-4-fluoro-1-methyl-2-oxo-2,3,4,5-tetrahydro-1H-benzo[b]azepin-3-yl)isoxazole-3-carboxamide